2-(5-Chloro-2-(chloromethyl)phenyl)tetrahydrofuran ClC=1C=CC(=C(C1)C1OCCC1)CCl